C1(NC(C2=CC=CC=C12)=O)=O ISOINDOLINEDIONE